8-(2,3-Difluorobenzyl)-2-((5-ethylfuran-2-yl)methyl)-6-phenylimidazo[1,2-a]pyrazin FC1=C(CC=2C=3N(C=C(N2)C2=CC=CC=C2)C=C(N3)CC=3OC(=CC3)CC)C=CC=C1F